6-fluoro-5-((triisopropylsilyl)ethynyl)naphthalen-2-ol 2-Ethyl-2-(5-((2-(2-(2-(2-azidoethoxy)ethoxy)ethoxy)ethyl)amino)-2-oxopyridin-1(2H)-yl)acetate C(C)C(C(=O)OC1=CC2=CC=C(C(=C2C=C1)C#C[Si](C(C)C)(C(C)C)C(C)C)F)N1C(C=CC(=C1)NCCOCCOCCOCCN=[N+]=[N-])=O